CN1CCN(CC1)C(\C=C\C=1OC(=CC1)[N+](=O)[O-])=O (E)-1-(4-methylpiperazin-1-yl)-3-(5-nitrofuran-2-yl)prop-2-en-1-one